i-hexyl-tris(t-butoxy)tin C(CCC(C)C)[Sn](OC(C)(C)C)(OC(C)(C)C)OC(C)(C)C